N=1C=NN2C1C=C(C=C2)OC2=C(C=C(C=C2)NC2=NC=NC1=CC=C(C(=C21)F)N2C[C@H](N(CC2)C(C=C)=O)C)C (R)-1-(4-(4-((4-([1,2,4]triazolo[1,5-a]pyridin-7-yloxy)-3-methylphenyl)amino)-5-fluoroquinazolin-6-yl)-2-methylpiperazin-1-yl)prop-2-en-1-one